FC=1C=CC(=NC1)NC(CN1C=2N(C(C3=C1C(N(C3)C(C)C)=O)=O)N=C(C2)NC(=O)C2CCOCC2)=O N-[4-{2-[(5-fluoropyridin-2-yl)amino]-2-oxoethyl}-5,8-dioxo-6-(propan-2-yl)-5,6,7,8-tetrahydro-4H-pyrazolo[1,5-a]pyrrolo[3,4-d]pyrimidin-2-yl]tetrahydro-2H-pyran-4-carboxamide